C(C1=CC=CC=C1)OC1=CC(=NC(=C1)C1=C(C=C(C=C1C)C(C)(C)C)OC1=C(C=C(C=C1)F)OC)CO [4-Benzyloxy-6-[4-tert-butyl-2-(4-fluoro-2-methoxy-phenoxy)-6-methyl-phenyl]-2-pyridyl]methanol